FC=1C=C(CN2N=C(C3=CC=CC=C23)N)C=C(C1)F (3,5-difluorobenzyl)-1H-indazol-3-amine